4-methylcyclohexane-1,2-dicarboxylic acid disodium salt [Na+].[Na+].CC1CC(C(CC1)C(=O)[O-])C(=O)[O-]